C(#N)[B-](C#N)(C#N)C#N.C(#N)[B-](C#N)(C#N)C#N.[Li+].N1(CCCCC1)C(\C=C\C=1SC=CC1)=O (E)-1-(piperidin-1-yl)-3-(thien-2-yl)prop-2-en-1-one lithium tetracyanoborate (tetracyanoborate)